CN1C=C(C=CC1=O)C1=C(N=CC(=N1)C(=O)N)N1N=CC=N1 6-(1-methyl-6-oxo-1,6-dihydropyridine-3-Yl)-5-(2H-1,2,3-triazol-2-yl)pyrazine-2-carboxamide